campestane CC(C)[C@H](C)CC[C@@H](C)[C@H]1CC[C@H]2[C@@H]3CCC4CCCC[C@]4(C)[C@H]3CC[C@]12C